(S)-2-(1-(6-(5-(((1-(cyclopropylmethyl)-1H-1,2,3-triazol-4-yl)oxy)methyl)-1-methyl-1H-1,2,3-triazol-4-yl)-2-ethylpyridin-3-yl)-5,5-difluoropiperidin-3-yl)acetic acid methyl ester COC(C[C@@H]1CN(CC(C1)(F)F)C=1C(=NC(=CC1)C=1N=NN(C1COC=1N=NN(C1)CC1CC1)C)CC)=O